{4-[6-fluoro-2-(tetrahydro-2H-pyran-4-yl)-3H-1,3,4-triazainden-7-yl]-1-piperidyl}(4-trifluoromethoxyphenyl)methanone FC1=CN=C2NC(=NC2=C1C1CCN(CC1)C(=O)C1=CC=C(C=C1)OC(F)(F)F)C1CCOCC1